C(C1=CC=CC=C1)O[C@H]1C(O)O[C@@H]([C@H]([C@@H]1OCC1=CC=CC=C1)OCC1=CC=CC=C1)CO 2,3,4-tri-O-benzyl-D-glucopyranose